NC(COCCOCCOCC(=O)NC=1C=C(C=CC1)N1CNCC1)=O 3-(3-(2-(2-(2-(2-Amino-2-oxoethoxy)ethoxy)ethoxy)acetylamino)phenyl)imidazolin